OC1(COC1)CNC1=C(C=C(C(=O)OCC)C=C1)[N+](=O)[O-] ethyl 4-(((3-hydroxy oxetan-3-yl) methyl) amino)-3-nitrobenzoate